ClC1=CC=2C3=C(C(=NC2C(=C1C1=CC=CC2=CC=CC(=C12)C#N)F)SC)C=NN3[C@@H]3C[C@H](N(CC3)C(=O)OC(C)(C)C)CC#N tert-butyl (2S,4S)-4-(8-chloro-7-(8-cyanonaphthalen-1-yl)-6-fluoro-4-(methylthio)-1H-pyrazolo[4,3-c]quinolin-1-yl)-2-(cyanomethyl)piperidine-1-carboxylate